N-[(6-Amino-2-pyridyl)sulfonyl]-6-[6-(1-ethylpropoxy)-2-pyridyl]-2-(2,2,4-trimethylpyrrolidin-1-yl)pyridin-3-carboxamid NC1=CC=CC(=N1)S(=O)(=O)NC(=O)C=1C(=NC(=CC1)C1=NC(=CC=C1)OC(CC)CC)N1C(CC(C1)C)(C)C